2,2-Dimethyl-propanoic acid, 4-(4-propylcyclohexyl)-4'-cyano[1,1'-biphenyl]-4-yl ester CC(C(=O)OC1(CC=C(C=C1)C1=CC=C(C=C1)C#N)C1CCC(CC1)CCC)(C)C